(4-(3-hydroxyoxetan-3-yl)phenyl)(4-(3-(4-methyl-1H-imidazol-1-yl)-5-(trifluoromethyl)phenyl)piperidin-1-yl)methanone OC1(COC1)C1=CC=C(C=C1)C(=O)N1CCC(CC1)C1=CC(=CC(=C1)C(F)(F)F)N1C=NC(=C1)C